COC(=O)C1=CC(=CC2=CN(N=C12)OC)C1=CN(C(C=C1)=O)C methoxy-5-(1-methyl-6-oxo-1,6-dihydropyridin-3-yl)-2H-indazole-7-carboxylic acid methyl ester